Methyl (S)-4-(4-((5-(1-(difluoromethyl)-1H-pyrazol-4-yl)-4-(3-hydroxypiperidin-1-yl)pyridin-2-yl)amino)pyrimidin-2-yl)-3-fluoro-5-methoxybenzoate FC(N1N=CC(=C1)C=1C(=CC(=NC1)NC1=NC(=NC=C1)C1=C(C=C(C(=O)OC)C=C1OC)F)N1C[C@H](CCC1)O)F